OCC(CO)(CO)CO dl-2,2-bis(hydroxymethyl)1,3-propanediol